FC1=CC=C(C=C1)C=1C=C2C(CCOC2=CC1)NC(O[C@@H]1CN2CCC1CC2)=O (S)-quinuclidin-3-yl (6-(4-fluorophenyl)chroman-4-yl)carbamate